C1=NC2=NC(=NC(=C2N1)N)N 6-diaminopurine